1-(3,5-dihydroxyphenyl)prop-2-en-1-one methyl-3-methoxy-2-(4-methyl-1,4-diazepan-1-yl)propanoate COC(C(COC)N1CCN(CCC1)C)=O.OC=1C=C(C=C(C1)O)C(C=C)=O